[2-[(5-bromo-2-chloro-pyrimidin-4-yl)amino] ethyl] carbamate C(N)(OCCNC1=NC(=NC=C1Br)Cl)=O